(biphenyl-4-yl)9,9-dimethyl-N-(4-(9-phenyl-9H-carbazol-3-yl)phenyl)-9H-fluorene-2-amine C1(=CC=C(C=C1)C1=C(C=CC=2C3=CC=CC=C3C(C12)(C)C)NC1=CC=C(C=C1)C=1C=CC=2N(C3=CC=CC=C3C2C1)C1=CC=CC=C1)C1=CC=CC=C1